C1(=CC=CC=C1)NC1=CC(=CC=C1)N N1-phenylbenzene-1,3-diamine